4-[3-(cyanomethyl)(3',5'-dimethyl-1H,1'H-4,4'-bipyrazol-1-yl)azetidin-1-yl]-2,5-difluoro-N-[(1S)-2,2,2-trifluoro-1-methylethyl]benzamide phosphoric acid salt P(O)(O)(O)=O.C(#N)CC1C(N(C1)C1=CC(=C(C(=O)N[C@H](C(F)(F)F)C)C=C1F)F)N1N=CC(=C1)C=1C(=NNC1C)C